2-(4-(4-chloro-3-methoxybenzyl)-2-(2-isopropylphenyl)piperazin-1-yl)-7-azaspiro[3.5]Nonane ClC1=C(C=C(CN2CC(N(CC2)C2CC3(C2)CCNCC3)C3=C(C=CC=C3)C(C)C)C=C1)OC